(2S,5E)-6-(4-ethoxyphenyl)-2-[4,7,10-tris(2-t-butoxy-2-oxoethyl)-1,4,7,10-tetraazacyclododec-1-yl]hex-5-enoic acid methyl ester COC([C@H](CC\C=C\C1=CC=C(C=C1)OCC)N1CCN(CCN(CCN(CC1)CC(OC(C)(C)C)=O)CC(OC(C)(C)C)=O)CC(=O)OC(C)(C)C)=O